(9E)-9-ethylidene-3-oxatricyclo[6.2.1.02,7]undecan-4-one C(/C)=C/1\C2C3CCC(OC3C(C1)C2)=O